8-(6-fluoropyridin-3-yl)imidazolo[1,2-a]pyridine FC1=CC=C(C=N1)C=1C=2N(C=CC1)C=CN2